(E)-N'-cyano-3-(dimethylamino)-N-((4-fluoro-2,6-diisopropylphenyl)carbamoyl)prop-1-ene-1-sulfonimidamide C(#N)N=S(=O)(NC(NC1=C(C=C(C=C1C(C)C)F)C(C)C)=O)\C=C\CN(C)C